FC(C=1C=CC2=C(SC(=C2)C(=O)N2CCCC23CCN(CC3)C(=O)OC(C)(C)C)C1)(F)F tert-butyl 1-(6-(trifluoromethyl) benzo[b]thiophene-2-carbonyl)-1,8-diazaspiro[4.5]decane-8-carboxylate